C1(=CC=CC=C1)C1=NC=CC=C1.C1(=CC=CC=C1)C1=NC=CC=C1.[Ir+3] iridium(III) bis(phenylpyridine)